tert-Butyl (S)-4-(7-(8-chloronaphthalen-1-yl)-8-fluoro-2-((1-methylpyrrolidin-2-yl)methoxy)pyrido[4,3-d]pyrimidin-4-yl)piperazine-1-carboxylate ClC=1C=CC=C2C=CC=C(C12)C1=C(C=2N=C(N=C(C2C=N1)N1CCN(CC1)C(=O)OC(C)(C)C)OC[C@H]1N(CCC1)C)F